6-(2-(3-Isopropylphenyl)pyridin-3-yl)quinazolin-4-amine C(C)(C)C=1C=C(C=CC1)C1=NC=CC=C1C=1C=C2C(=NC=NC2=CC1)N